BrC=1C(=C(N)C=C(C1I)F)F 3-bromo-2,5-difluoro-4-iodoaniline